N=[C] Azacarbene Carbon